2-(1-(tert-Butoxycarbonyl)-1,2,5,6-tetrahydropyridin-3-yl)acetic acid C(C)(C)(C)OC(=O)N1CC(=CCC1)CC(=O)O